FC1=CC=C(C=C1)[C@@H]1N(CCC2=CC=CC=C12)C(=O)OC[C@@H]1C[C@@H](C1)NC(=O)OC(C)(C)C (cis-3-((tert-butoxycarbonyl)amino)cyclobutyl)methyl (S)-1-(4-fluorophenyl)-3,4-dihydroisoquinoline-2(1H)-carboxylate